4,4'-Diamino-3,3',5,5'-tetraethyldiphenylmethane CCC1=CC(=CC(=C1N)CC)CC2=CC(=C(C(=C2)CC)N)CC